N-(4-Propionylthiazol-2-yl)cyclopropanesulfonamide C(CC)(=O)C=1N=C(SC1)NS(=O)(=O)C1CC1